S(C(C(=O)[O-])CC1=CC(=C(C(=C1)C(C)(C)C)O)C(C)(C)C)C(C(=O)OC)CC1=CC(=C(C(=C1)C(C)(C)C)O)C(C)(C)C methyl 2,2'-thiobis[3-(3,5-di-t-butyl-4-hydroxyphenyl) propionate]